5-formyl-2-methoxynicotinic acid C(=O)C=1C=NC(=C(C(=O)O)C1)OC